C1(=CC=CC=C1)C(=CN1N=CN=C1)C1=CC=CC=C1 1-(2,2-diphenylvinyl)-1H-1,2,4-triazole